CC(C[C@@H](C(=O)O)N1C(C2=CC=CC(=C2C1=O)[N+](=O)[O-])=O)(C)C (S)-4,4-dimethyl-2-(4-nitro-1,3-dioxoisoindolin-2-yl)pentanoic acid